ClC=1C(=NC=CC1SC=1C=2N(C(=NC1)N1CCC3(CCC[C@H]3N)CC1)C=CN2)OC (R)-8-(8-((3-chloro-2-methoxypyridin-4-yl)thio)imidazo[1,2-c]pyrimidin-5-yl)-8-azaspiro[4.5]decan-1-amine